(S)-1-{2-[1-(4-fluorophenyl)ethylamino]-6-(pyrazin-2-ylamino)pyrimidin-4-yl}-N,N-dimethylazetidine-3-carboxamide FC1=CC=C(C=C1)[C@H](C)NC1=NC(=CC(=N1)N1CC(C1)C(=O)N(C)C)NC1=NC=CN=C1